COC(=O)C=1C=2CCCOC2C(=C(C1)F)C#N 8-Cyano-7-fluorochromane-5-carboxylic acid methyl ester